C(C1=CC=CC=C1)OC1=NC(=CC(=C1CCl)C)CCC 2-(Benzyloxy)-3-(chloromethyl)-4-methyl-6-propylpyridine